(1R,5R,6S)-3-(3,4-difluorophenyl)bicyclo[3.1.0]Hex-3-ene-6-carbonitrile FC=1C=C(C=CC1F)C=1C[C@H]2[C@@H]([C@H]2C1)C#N